NC=1C(=CC(=NC1Cl)C1=NC(=NC(=N1)N[C@@H](C(F)(F)F)C)N[C@@H](C(F)(F)F)C)Cl 6-(5-amino-4,6-dichloropyridin-2-yl)-N2,N4-bis((R)-1,1,1-trifluoropropan-2-yl)-1,3,5-triazine-2,4-diamine